4-(4-(Cyclopentylamino)benzyl)-N,2-dimethylbenzamide C1(CCCC1)NC1=CC=C(CC2=CC(=C(C(=O)NC)C=C2)C)C=C1